FC1=C(COC2=CC=CC(=N2)C2=CC(=C(CN3N(C4=CC(=CC=C4C3=O)C(=O)O)C[C@@H]3OCC3)C=C2F)F)C=CC(=C1)Cl (R)-2-(4-(6-((2-fluoro-4-chlorobenzyl)oxy)pyridin-2-yl)-2,5-difluorobenzyl)-1-((oxetan-2-yl)methyl)-3-oxo-2,3-dihydro-1H-indazole-6-carboxylic acid